N-(8-bromoquinoxalin-6-yl)furan-2-carboxamide BrC=1C=C(C=C2N=CC=NC12)NC(=O)C=1OC=CC1